1-(2-(5-(4-(4-fluorophenyl)piperidine-1-carbonyl)-2,4-dimethylphenyl)-6,7-dihydro-3H-imidazo[4,5-c]pyridin-5(4H)-yl)ethanone FC1=CC=C(C=C1)C1CCN(CC1)C(=O)C=1C(=CC(=C(C1)C1=NC2=C(CN(CC2)C(C)=O)N1)C)C